4'-bromo-3-vinyl-benzophenone BrC1=CC=C(C=C1)C(C1=CC(=CC=C1)C=C)=O